5-hydroxyvalerate OCCCCC(=O)[O-]